BrC=1C=NN(C1C(C)OCCO[Si](C)(C)C(C)(C)C)C 4-bromo-5-(1-(2-((tert-butyldimethylsilyl)oxy)ethoxy)ethyl)-1-methyl-1H-pyrazole